N2,N4-bis(indol-6-yl)-5-fluoro-2,4-pyrimidinediamine N1C=CC2=CC=C(C=C12)NC1=NC=C(C(=N1)NC1=CC=C2C=CNC2=C1)F